N-(1-((1r,2r)-2-fluorocyclopropyl)-2-oxo-1,2-dihydropyridin-3-yl)-6-isopropoxy-2-(1-(methoxymethyl)-2-oxabicyclo[2.1.1]hex-4-yl)-2H-pyrazolo[3,4-b]pyridine-5-carboxamide F[C@H]1[C@@H](C1)N1C(C(=CC=C1)NC(=O)C1=CC=2C(N=C1OC(C)C)=NN(C2)C21COC(C2)(C1)COC)=O